1-(2-Methylisoindolin-5-yl)dihydropyrimidine-2,4(1H,3H)-dione CN1CC2=CC=C(C=C2C1)N1C(NC(CC1)=O)=O